[Cl-].[Cl-].C=[Zr+2](C1=C(C=CC=2C3=CC=C(C=C3CC12)C(C)(C)C)C(C)(C)C)C1C=CC=C1 methylene(cyclopentadienyl)(2,7-di-t-butylfluorenyl)zirconium dichloride